C1(CC1)C1=C(C(=CC=C1)C)N1CC(C1)C1=CC(=C(CN2CCC(CC2)C(=O)OC)C(=C1)C)C methyl 1-(4-(1-(2-cyclopropyl-6-methylphenyl)azetidin-3-yl)-2,6-dimethylbenzyl)piperidine-4-carboxylate